C1(C=CC=C1)[Ti](C1=C(C=C(C=C1)F)F)C1C=CC=C1 bis(cyclopentadienyl)-2,4-difluorophenyl-titanium